NC1=C(C(NC(N1C)=O)=O)[N+](=O)[O-] 6-amino-1-methyl-5-nitropyrimidine-2,4(1H,3H)-dione